NC1=NN2C(C=C(C=C2C(=O)N[C@@H](C)CC)C=2C=NN(C2)C(C(C)C)C2=CC(=NC=C2)OC)=N1 2-Amino-N-[(2S)-butan-2-yl]-7-{1-[1-(2-methoxypyridin-4-yl)-2-methylpropyl]-1H-pyrazol-4-yl}[1,2,4]triazolo[1,5-a]pyridine-5-carboxamide